C1(=C(C=CC2=CC=CC=C12)OCC1(CC=C(C=C1)C1=CC=CC=C1)C(=O)OC)C1=C(C=CC2=CC=CC=C12)OCC1=CC=C(C=C1)C1=CC=C(C=C1)C(=O)OC dimethyl 4',4''-[[1,1'-binaphthalene]-2,2'-diylbis(oxymethylene)]di([1,1'-biphenyl]-4-carboxylate)